2-[[3-(1-methylimidazol-4-yl)-4-[[4-(trifluoromethyl)phenyl]methylamino]phenyl]sulfonylamino]acetamide CN1C=NC(=C1)C=1C=C(C=CC1NCC1=CC=C(C=C1)C(F)(F)F)S(=O)(=O)NCC(=O)N